(S)-N-(7-((3-hydroxyoxetan-3-yl)ethynyl)-5-methyl-4-oxo-2,3,4,5-tetrahydrobenzo[b][1,4]oxazepin-3-yl)-4-(pyridin-2-ylmethyl)pyridineamide OC1(COC1)C#CC1=CC2=C(OC[C@@H](C(N2C)=O)NC(=O)C2=NC=CC(=C2)CC2=NC=CC=C2)C=C1